5-bromo-3-(3-((tert-butyldiphenylsilyl)oxy)-2,2-dimethylpropyl)-2-(2-(1-methoxyethyl)pyridin-3-yl)-1-(2,2,2-trifluoroethyl)-1H-indole BrC=1C=C2C(=C(N(C2=CC1)CC(F)(F)F)C=1C(=NC=CC1)C(C)OC)CC(CO[Si](C1=CC=CC=C1)(C1=CC=CC=C1)C(C)(C)C)(C)C